OC1=C(C=C(C=C1C)C1(C(N(C2=CC=CC=C12)C1=CC=CC=C1)=O)C1=CC(=C(C(=C1)C)O)C)C 1,3-dihydro-3,3-bis(4-hydroxy-3,5-dimethylphenyl)-1-phenyl-2H-indol-2-one